FC1=CC=C2C3(C(N(C2=C1)C1=C(C=NN1C)I)=O)CC3 6'-Fluoro-1'-(4-iodo-1-methyl-1H-pyrazol-5-yl)spiro[cyclopropane-1,3'-indoline]-2'-one